N-(7-acetyl-7-azaspiro[3.5]nonan-2-yl)-3-(((7-(2-aminopyrimidin-4-yl)-2,3-dihydrofuro[3,2-c]pyridin-4-yl)amino)methyl)benzamide C(C)(=O)N1CCC2(CC(C2)NC(C2=CC(=CC=C2)CNC2=NC=C(C3=C2CCO3)C3=NC(=NC=C3)N)=O)CC1